(±)-5-benzyl-N-(7-bromo-1-methyl-2-oxo-1,2,3,4-tetrahydro-[1,4]diazepino[3,2,1-hi]indol-3-yl)-4H-1,2,4-triazole-3-carboxamide C(C1=CC=CC=C1)C=1NC(=NN1)C(=O)N[C@H]1C(N(C=2C=CC=C3C(=CN(C23)C1)Br)C)=O |r|